6-bromo-4-chloro-M-methylbenzene-1,2-diamine BrC=1C=C(C(=C(C1N)N)C)Cl